C(CCCCCCCCCCC(=O)OC1=CC=C(C=C1)CC(=O)NCCCN1CCN(CC1)CCCNC(CC1=CC=C(C=C1)OC(CCCCCCCCCCC(=O)OCCCC(C)C)=O)=O)(=O)OCCCC(C)C O1-isohexyl O12-[4-[2-[3-[4-[3-[[2-[4-(12-isohexyloxy-12-oxododecanoyl)oxyphenyl]-acetyl]amino]propyl] piperazin-1-yl]propylamino]-2-oxo-ethyl]phenyl] dodecanedioate